BrC1=CC2=C(OC3=C2C=C(C=C3)C=3C2=CC=CC=C2C=2C=CC=CC2C3)C=C1 2-bromo-8-(9-phenanthrenyl)dibenzofuran